C1(CC1)C=1N=C(N2C1C=CC=C2)C(=O)C2=CC=CC=C2 (1-cyclopropylimidazo[1,5-a]pyridin-3-yl)(phenyl)methanone